dimethyl-bis-hexadecyl-ammonium chloride [Cl-].C[N+](CCCCCCCCCCCCCCCC)(CCCCCCCCCCCCCCCC)C